O1CCN(CC1)C=1C2=C(N=CN1)N(C(=C2)C2=CC=C(C=C2)NC(=O)[C@H]2CN(CC2)C(=O)OC(C)(C)C)COCC[Si](C)(C)C tert-butyl (R)-3-((4-(4-morpholino-7-((2-(trimethylsilyl)ethoxy)methyl)-7H-pyrrolo[2,3-d]pyrimidin-6-yl)phenyl)carbamoyl)pyrrolidine-1-carboxylate